8,8'-((3-Hydroxypropyl)azetidinediyl)bis(N,N-didecyl-octanoamide) OCCCC1(N(CC1)CCCCCCCC(=O)N(CCCCCCCCCC)CCCCCCCCCC)CCCCCCCC(=O)N(CCCCCCCCCC)CCCCCCCCCC